NC1=NC2=C(N1CC1=C(C=CC=C1)S(=O)(=O)N)C=CC(=C2)C#N ((2-amino-5-cyano-1H-benzo[d]imidazol-1-yl)methyl)benzenesulfonamide